3-CHLORO-1H-PYRROLE-2,4-DICARBALDEHYDE ClC1=C(NC=C1C=O)C=O